C(=CC)[Si](OC)(OC)CCCCCCCCCCCC propenyldodecyldimethoxysilane